ClC1=C(C=NC=C1)C1=CC=NC(=N1)C1=CC=CC=C1 6-(4-chloropyridin-3-yl)-2-phenylpyrimidin